FC(C1=NC=CC=C1O[C@H](C)[C@@H]1CN(CCC1)C1=CN=CC(=N1)C=1SC=NN1)(F)F 2-(6-((S)-3-((R)-1-((2-(trifluoromethyl)pyridin-3-yl)oxy)ethyl)piperidin-1-yl)pyrazin-2-yl)-1,3,4-thiadiazole